N[C@H](C(=O)NCCNC(C1=C(C=C(C=C1)NC=1C=2N(C=CN1)C(=CN2)C=2C(=NN(C2)CC(F)F)C(F)(F)F)CC)=O)C (S)-N-(2-(2-aminopropanamido)ethyl)-4-((3-(1-(2,2-difluoroethyl)-3-(trifluoromethyl)-1H-pyrazol-4-yl)imidazo[1,2-a]pyrazin-8-yl)amino)-2-ethylbenzamide